C(C)(C)(C)OC(=O)N1CCC=2C=C(C(=NC2C1)O)C(F)(F)F hydroxy-3-(trifluoromethyl)-6,8-dihydro-5H-1,7-naphthyridine-7-carboxylic acid tert-butyl ester